NC=1C(=NC=CC1)N(S(=O)(=O)C)C N-(3-aminopyridin-2-yl)-N-methyl-methanesulfonamide